7-(Methoxy(methyl)carbamoyl)-1H-benzo[d]imidazole-1-carboxylic acid tert-butyl ester C(C)(C)(C)OC(=O)N1C=NC2=C1C(=CC=C2)C(N(C)OC)=O